1,2-difluoroethyltri-n-propoxysilane FC(CF)[Si](OCCC)(OCCC)OCCC